choline salicylate C(C=1C(O)=CC=CC1)(=O)OCC[N+](C)(C)C